ClC=1C(=NC(=NC1)NC1=C(C=C(C(=C1)C)C=1CCN(CC1)C1CCOCC1)OC(C)C)NC1=C(C=CC=C1)N(S(=O)(=O)C)C1CC1 N-(2-((5-chloro-2-((2-isopropoxy-5-methyl-4-(1-(tetrahydro-2H-pyran-4-yl)-1,2,3,6-tetrahydropyridin-4-yl)phenyl)amino)pyrimidin-4-yl)amino)phenyl)-N-cyclopropylmethanesulfonamide